(tert-butyl)-4-fluoro-1H-pyrazole-5-sulfonamide C(C)(C)(C)N1N=CC(=C1S(=O)(=O)N)F